1-(8Z,11Z,14Z-eicosatrienoyl)-2-(4Z,7Z,10Z,13Z,16Z,19Z-docosahexaenoyl)-glycero-3-phosphocholine CCCCC/C=C\C/C=C\C/C=C\CCCCCCC(=O)OC[C@H](COP(=O)([O-])OCC[N+](C)(C)C)OC(=O)CC/C=C\C/C=C\C/C=C\C/C=C\C/C=C\C/C=C\CC